2-(4-Hydroxyphenylazo)benzoic acid OC1=CC=C(C=C1)N=NC1=C(C(=O)O)C=CC=C1